N=1N=C(NC1)COC1=C(C=C(C=C1)NC=1C2=C(N=CN1)NC=C2C2CCN(CC2)C(C=C)=O)Cl 1-(4-(4-((4-((4H-1,2,4-triazol-3-yl)methoxy)-3-chlorophenyl)amino)-7H-pyrrolo[2,3-d]pyrimidin-5-yl)piperidin-1-yl)prop-2-en-1-one